2-(cyclohexylmethyl)-5-methyl-N-(3-methylsulfonylphenyl)-4-(trifluoromethyl)pyrazole-3-carboxamide C1(CCCCC1)CN1N=C(C(=C1C(=O)NC1=CC(=CC=C1)S(=O)(=O)C)C(F)(F)F)C